(1-OXO-2-PHENYLISOINDOLIN-5-YL)BORONIC ACID O=C1N(CC2=CC(=CC=C12)B(O)O)C1=CC=CC=C1